2-(cyanomethyl)-4-{[2-(N'-hydroxycarbamimidoyl)-6-[(1S)-1-[(2S)-1-methylpyrrolidin-2-yl]ethoxy]pyrimidin-4-yl]oxy}-piperidine-1-carboxylic acid tert-butyl ester C(C)(C)(C)OC(=O)N1C(CC(CC1)OC1=NC(=NC(=C1)O[C@@H](C)[C@H]1N(CCC1)C)C(N)=NO)CC#N